C(C)(C)(C)C1=CC=C(C(=N1)Cl)C(=O)NS(=O)(=O)C=1C=C(C(=O)O)C=CC1 3-[(6-tert-butyl-2-chloro-pyridine-3-carbonyl)sulfamoyl]benzoic acid